FC=1C=C2C(=CNC2=CC1)C[C@@H]1N(CCC1)C 5-Fluoro-3-(((2R)-1-methylpyrrolidin-2-yl)methyl)-1H-indole